2-oxo-2-(pyrrolidin-1-yl)ethyl (R)-2-(((benzyloxy)carbonyl)amino)-3-((tert-butoxycarbonyl)amino)propanoate C(C1=CC=CC=C1)OC(=O)N[C@@H](C(=O)OCC(N1CCCC1)=O)CNC(=O)OC(C)(C)C